[Al].OC1=C(C=C(C=C1)/C=C/C(=O)NCC=1N=NN(C1)CC1=CC=C(C=C1)F)OC (E)-3-(4-hydroxy-3-methoxyphenyl)-N-((1-(4-fluorobenzyl)-1H-1,2,3-triazol-4-yl)methyl)acrylamide Aluminum